3-(2-Methoxypyridin-3-yl)piperidine-1,3-dicarboxylic acid 1-(tert-butyl) 3-methyl ester COC(=O)C1(CN(CCC1)C(=O)OC(C)(C)C)C=1C(=NC=CC1)OC